(R)-(+)-tert-butyl-sulfinamide C(C)(C)(C)[S@@](=O)N